CCCCC/C=C\C/C=C\CCCCCCCC(=O)O Alpha-linoleic acid